CCO.C[C@@H]1[C@H]2[C@@H]([C@H]3[C@@H](C(=O)C(=C([C@]3(C(=O)C2=C(C4=C1C=CC=C4O)O)O)O)C(=O)N)[NH+](C)C)O.C[C@@H]1[C@H]2[C@@H]([C@H]3[C@@H](C(=O)C(=C([C@]3(C(=O)C2=C(C4=C1C=CC=C4O)O)O)O)C(=O)N)[NH+](C)C)O.O.[Cl-].[Cl-] The molecule is the hemiethanolate hemihydrate of doxycycline hydrochloride. A semi-synthetic tetracycline antibiotic, it is used to inhibit bacterial protein synthesis and treat non-gonococcal urethritis and cervicitis, exacerbations of bronchitis in patients with chronic obstructive pulmonary disease (COPD), and adult periodontitis. It has a role as an antibacterial drug. It contains a doxycycline HCl and an ethanol.